di-isopropyl-ethylamine C(C)(C)N(CC)C(C)C